(R)-1-cyclopropylethyl (4-cyclopropyl-3-(3,3-difluorocyclobut-yl)-1-methyl-1H-pyrazol-5-yl)-carbamate C1(CC1)C=1C(=NN(C1NC(O[C@H](C)C1CC1)=O)C)C1CC(C1)(F)F